OC1=CC(=C(C=C1)C(C)(C)C1=C(C=C(C=C1)O)C)C 2,2-bis(4-hydroxy-2-methylphenyl)propane